C(#N)C1=CC=C(C=C1)C(C)N1C[C@@H](N(C[C@H]1CC)C=1C2=C(N(C(N1)=O)C)C=CC(=N2)C#N)C 4-((2s,5r)-4-(1-(4-cyanophenyl)ethyl)-5-ethyl-2-methylpiperazin-1-yl)-1-methyl-2-oxo-1,2-dihydropyrido[3,2-d]Pyrimidine-6-carbonitrile